4-(1-((1s,3r)-3-Amino-3-methylcyclobutyl)-1H-pyrazol-4-yl)-N-((3R,4S)-1-(cyclobutylsulfonyl)-3-fluoropiperidin-4-yl)-5-(trifluoromethyl)pyrimidin-2-amine NC1(CC(C1)N1N=CC(=C1)C1=NC(=NC=C1C(F)(F)F)N[C@@H]1[C@@H](CN(CC1)S(=O)(=O)C1CCC1)F)C